ClC1=NC=C(C(=N1)N(C1=C(N=C(S1)C)C(=O)OCC)C)[N+](=O)[O-] ethyl 5-((2-chloro-5-nitropyrimidin-4-yl)(methyl)amino)-2-methylthiazole-4-carboxylate